COC1CN(CCC1)C1=CC=CC(=N1)S(=O)(=O)NC(=O)C=1C(=NC=CC1)N1C(CC(C1)C)(C)C N-[[6-(3-Methoxy-1-piperidyl)-2-pyridyl]sulfonyl]-2-(2,2,4-trimethylpyrrolidin-1-yl)pyridin-3-carboxamid